ON(CCN)CCN monohydroxydiethylenetriamine